carboxycholesterol acetic acid salt C(C)(=O)O.C(=O)(O)CC(C)CCC[C@@H](C)[C@H]1CC[C@H]2[C@@H]3CC=C4C[C@@H](O)CC[C@]4(C)[C@H]3CC[C@]12C